2-(tetrahydro-2H-thiopyran-4-yl)ethan-1-ol Copper bisglycinate NCC(=O)[O-].NCC(=O)[O-].[Cu+2].S1CCC(CC1)CCO